3-[(4-METHYLPIPERAZIN-1-YL)CARBONYL]BENZENEBORONIC ACID HYDROCHLORIDE Cl.CN1CCN(CC1)C(=O)C=1C=C(C=CC1)B(O)O